ClC1=C(C(=NN1C)C1=NC=CC=C1)CN1CC(CCCC1)NCCC(C)C 1-((5-Chloro-1-methyl-3-(pyridin-2-yl)-1H-pyrazol-4-yl)methyl)-N-isopentylazepan-3-amine